C(#N)CN1C(C2=CC(=CC=C2CC1)C(=O)OCC)=O ethyl 2-(cyanomethyl)-1-oxo-1,2,3,4-tetrahydroisoquinoline-7-carboxylate